(S)-7-((S)-5-Chloro-6-methoxy-2-phenyl-2-((S)-pyrrolidin-2-yl)-2,3-dihydrobenzofuran-4-yl)-6-fluoro-2-methyl-2,4-dihydrochromeno[3,4-c]pyrazole-8-carboxamide ClC=1C(=CC2=C(C[C@@](O2)([C@H]2NCCC2)C2=CC=CC=C2)C1C=1C(=CC2=C(C1F)OCC1=NN(C=C12)C)C(=O)N)OC